[2-(4-butylphenyl)ethynyl]-3-fluoro-4-isothiocyanato-5-methyl-1,1'-biphenyl C(CCC)C1=CC=C(C=C1)C#CC1=C(C=C(C(=C1F)N=C=S)C)C1=CC=CC=C1